C(C)N(C(C1=C(C=C(C(=C1)C(C)C)O)O)=O)CC1=CC=C(C=C1)F N-ethyl-N-(4-fluorobenzyl)-2,4-dihydroxy-5-isopropylbenzamide